4-chloro-5-fluoro-6-[(4-methoxyphenyl)methoxy]-2-(4-pyridyl)pyrimidine ClC1=NC(=NC(=C1F)OCC1=CC=C(C=C1)OC)C1=CC=NC=C1